3-Chloro-4-(4,4,5,5-tetramethyl-1,3,2-dioxaborolan-2-yl)-1-((2-(trimethylsilyl)ethoxy)methyl)-1H-pyrazole ClC1=NN(C=C1B1OC(C(O1)(C)C)(C)C)COCC[Si](C)(C)C